FC=1C=NN2C1C(NC1=C(C(=CC=C21)CN2CCN(CC2)C=2C=CC(=NC2F)C(=O)NC)F)=O 5-[4-({3,6-difluoro-4-oxo-5H-pyrazolo[1,5-a]quinoxalin-7-yl}methyl)piperazin-1-yl]-6-fluoro-N-methylpyridine-2-carboxamide